(2E,4E)-5-(2,3-dihydro-1H-inden-5-yl)-4-methylpenta-2,4-dienal C1CCC2=CC(=CC=C12)/C=C(/C=C/C=O)\C